N-TERT-BUTYL-2-(2-CHLORO-4-FORMYLPHENOXY)ACETAMIDE C(C)(C)(C)NC(COC1=C(C=C(C=C1)C=O)Cl)=O